tetramethyl-λ5-bismuthanyloxy(tetramethyl)-λ5-bismuthane C[Bi](O[Bi](C)(C)(C)C)(C)(C)C